3-(1-naphthyl)-imidazo[1,2-a]pyridine C1(=CC=CC2=CC=CC=C12)C1=CN=C2N1C=CC=C2